carboxylauric acid methyl ester COC(C(CCCCCCCCCC)C(=O)O)=O